ClC=1C=C(OCC(=O)OCC)C=C(C1CC1=CC(=C(C=C1)O)C1=NC=CC=C1)Cl ethyl 2-[3,5-dichloro-4-[[4-hydroxy-3-(2-pyridyl)phenyl]methyl]phenoxy]acetate